C(C1=CC=CC=C1)OCCC1CCC2=NOCC21 4-(2-benzyloxy-ethyl)-3a,4,5,6-tetrahydro-3H-cyclopenta[c]isoxazole